heptyl bromophosphate P(=O)(OCCCCCCC)([O-])Br